CN1C=NC2=C1C=CC=C2 methyl-1H-1,3-benzodiazole